CC1=CN(C2=NC=C(N=C21)N[C@@H](C)C2=CC(=CC=C2)NC(C2=CN=CC(=C2)C)=O)C(=O)OC(C)(C)C tert-butyl (S)-7-methyl-2-((1-(3-(5-methylnicotinamido)phenyl) ethyl)amino)-5H-pyrrolo[2,3-b]pyrazine-5-carboxylate